Bis[2-(2-benzothiazolyl) phenyl] disulfide S1C(=NC2=C1C=CC=C2)C2=C(C=CC=C2)SSC2=C(C=CC=C2)C=2SC1=C(N2)C=CC=C1